C(C)(=O)C1=C(C(=C(C(=C1O)C)[O-])CC=1C(=C2CCC(OC2=C(C1O)C(CCC1=CC=CC=C1)=O)(C)C)O)O 4-acetyl-3,5-dihydroxy-6-methyl-2-{[5,7-dihydroxy-2,2-dimethyl-8-(1-oxo-3-phenylpropyl)-3,4-dihydro-2H-chromen-6-yl]methyl}phenolate